1-(4-(6-chloro-8-fluoro-7-(5-methyl-1H-indazol-4-yl)quinazolin-4-yl)-2-(hydroxy-methyl)piperazin-2-yl)prop-2-en-1-one ClC=1C=C2C(=NC=NC2=C(C1C1=C2C=NNC2=CC=C1C)F)N1CC(NCC1)(CO)C(C=C)=O